C(C=C)(=O)N1C2C(CC(C1)C2)N2N=C(C=1C2=NC=NC1N)C1=CC=C(OC=2C=C(C=CC2)NC(OC(C)(C)C)=O)C=C1 tert-butyl (3-(4-(1-(2-acryloyl-2-azabicyclo[2.2.1]heptan-6-yl)-amino-1H-pyrazolo[3,4-d]pyrimidin-3-yl)phenoxy)phenyl)carbamate